1,2-bis(3-chlorophenyl)-2,2-difluoroethyl (1-((4-(cyclopropylamino)-3,4-dioxo-1-(2-oxopyrrolidin-3-yl)butan-2-yl)amino)-4-methyl-1-oxopentan-2-yl)carbamate C1(CC1)NC(C(C(CC1C(NCC1)=O)NC(C(CC(C)C)NC(OC(C(F)(F)C1=CC(=CC=C1)Cl)C1=CC(=CC=C1)Cl)=O)=O)=O)=O